N[C@H](C#N)C[C@H]1C(NC(C1)(C)C)=O (2S)-2-amino-3-[(3R)-5,5-dimethyl-2-oxo-pyrrolidin-3-yl]propanenitrile